ClC=1C=C(C(=NC1)CNC(=O)C1=CN=C(S1)N1CCC(CC1)N1C[C@@H](CCC1)C)F N-[(5-chloro-3-fluoropyridin-2-yl)methyl]-2-[(3R)-3-methyl-[1,4'-bipiperidin]-1'-yl]-1,3-thiazole-5-carboxamide